1-(9Z,12Z-octadecadienoyl)-2-(9Z-hexadecenoyl)-glycero-3-phospho-(1'-sn-glycerol) CCCCCC/C=C\CCCCCCCC(=O)O[C@H](COC(=O)CCCCCCC/C=C\C/C=C\CCCCC)COP(=O)(O)OC[C@H](CO)O